ClC1=CC=C(C=C1)C1=C(CC(CC1)(C)OC)CN1CCN(CC1)CC=1C=C2CN(C(C2=CC1)=O)C1C(NC(CC1)=O)=O 3-(5-((4-((4'-chloro-4-methoxy-4-methyl-3,4,5,6-tetrahydro-[1,1'-biphenyl]-2-yl)methyl)piperazin-1-yl)methyl)-1-oxoisoindolin-2-yl)piperidine-2,6-dione